acrylamidopropyltri(beta-methoxyethoxy)silane C(C=C)(=O)NCCC[Si](OCCOC)(OCCOC)OCCOC